BrC1=CC=2N=C(N=C(C2N=C1)NC=1C(=C(C=CC1)C1=C(C(=CC=C1)C1=CC=C(C(=N1)OC)CN1CCC(CC1)CC(=O)OC)Cl)C)C(F)F methyl 2-(1-((6-(3'-((7-bromo-2-(difluoromethyl)pyrido[3,2-d]pyrimidin-4-yl)amino)-2-chloro-2'-methyl-[1,1'-biphenyl]-3-yl)-2-methoxypyridin-3-yl)methyl)piperidin-4-yl)acetate